C(=O)[C@@H]1CC[C@H](CC1)CNC(OCC1=CC=CC=C1)=O TRANS-BENZYL (4-FORMYLCYCLOHEXYL)METHYLCARBAMATE